2-(2-acetyl-4,5-dimethoxyphenoxy)acetic acid C(C)(=O)C1=C(OCC(=O)O)C=C(C(=C1)OC)OC